5-((2-(2,6-dioxopiperidin-3-yl)-1-oxoisoindolin-4-yl)amino)-N-(3-((3aR,4R,9bR)-4-(hydroxymethyl)-1-tosyl-2,3,3a,4,5,9b-hexahydro-1H-pyrrolo[3,2-c]quinolin-8-yl)phenyl)pentanamide O=C1NC(CCC1N1C(C2=CC=CC(=C2C1)NCCCCC(=O)NC1=CC(=CC=C1)C1=CC=2[C@H]3[C@@H]([C@@H](NC2C=C1)CO)CCN3S(=O)(=O)C3=CC=C(C)C=C3)=O)=O